2,2'-bis[N,N-bis(4-methoxyphenyl)amino]-9,9-spirobifluorene COC1=CC=C(C=C1)N(C1=CC=C(C=C1)OC)C1=CC=2C3(C4=CC=CC=C4C2C=C1)C1=CC=CC=C1C=1C=CC(=CC13)N(C1=CC=C(C=C1)OC)C1=CC=C(C=C1)OC